difluorooxalate iron [Fe].C(C(=O)F)(=O)F